FC1=C2C(=C(C=3N=C(NC31)C)F)CC(C2)CO (4,8-difluoro-2-methyl-3,5,6,7-tetrahydrocyclopenta[f]benzimidazol-6-yl)methanol